The molecule is an O-acylcarnitine having 3-hydroxyhexadecanoyl as the acyl substituent. It has a role as a metabolite. It is an O-acylcarnitine, an ammonium betaine and a carboxylic ester. It derives from a carnitine. CCCCCCCCCCCCCC(CC(=O)OC(CC(=O)[O-])C[N+](C)(C)C)O